(3-phenyl-1H-inden-1-ylidene)[1,3-bis(2,4,6-trimethylphenyl)-4,5-dihydroimidazol-2-ylidene]ruthenium (II) dichloride C1(=CC=CC=C1)C1=CC(C2=CC=CC=C12)=[Ru-4](=C1N(CCN1C1=C(C=C(C=C1C)C)C)C1=C(C=C(C=C1C)C)C)(Cl)Cl